(S)-2-(3-(1-(5-Azaspiro[2.4]heptane-6-carbonyl)piperidine-4-carbonyl)-1H-pyrrolo[2,3-c]pyridin-1-yl)-5-fluoro-N,N-diisopropylbenzamide C1CC12CN[C@@H](C2)C(=O)N2CCC(CC2)C(=O)C2=CN(C1=CN=CC=C12)C1=C(C(=O)N(C(C)C)C(C)C)C=C(C=C1)F